C1(CCCCC1)N1CCN(CC1)CCCC=O 4-(4-cyclohexylpiperazine-1-yl)-butan-1-one